FC=1C=CC2=C(C3=C(SC(=C3)C3=CC=CC=C3)C3=C(C2=O)C=CC(=C3)N3CCCC3)C1 5-fluoro-2-phenyl-11-(pyrrolidin-1-yl)-8H-dibenzo[3,4:6,7]cyclohepta[1,2-b]thiophen-8-one